2-(4-aminomethyl-piperidin-1-yl)-pyrimidine-5-carboxylic acid methyl ester hydrochloride salt Cl.COC(=O)C=1C=NC(=NC1)N1CCC(CC1)CN